NC1=NC2=C(N1C13CN(CC(CC1)C3)CCOC3=C(C=NN3C)C3=CC(=CN(C3=O)C)C(=O)O)C=CC(=C2)Br 5-(5-{2-[1-(2-amino-5-bromo-1,3-benzodiazol-1-yl)-3-azabicyclo[3.2.1]octan-3-yl]ethoxy}-1-methylpyrazol-4-yl)-1-methyl-6-oxopyridine-3-carboxylic acid